mevalonyl-CoA C(C[C@@](O)(C)CCO)(=O)SCCNC(CCNC([C@@H](C(COP(OP(OC[C@@H]1[C@H]([C@H]([C@@H](O1)N1C=NC=2C(N)=NC=NC12)O)OP(=O)(O)O)(=O)O)(=O)O)(C)C)O)=O)=O